NC(C#N)C#N aminomalononitrile